7-(1-(But-2-ynoyl)piperidin-4-yl)-2-(4-(4-fluorophenoxy)phenyl)-4,5,6,7-tetrahydropyrazolo[1,5-a]pyrimidine-3-carboxamide C(C#CC)(=O)N1CCC(CC1)C1CCNC=2N1N=C(C2C(=O)N)C2=CC=C(C=C2)OC2=CC=C(C=C2)F